O=C1CC(C=2C(N1)=NNC2)C=2C=CC(=C(C(=O)N)C2)OCC2=C(C=CC=C2)C(F)(F)F 5-{6-oxo-2H,4H,5H,6H,7H-pyrazolo[3,4-b]pyridin-4-yl}-2-{[2-(trifluoromethyl)phenyl]methoxy}benzamide